COC1=C(CNC2=NC=C(C(=N2)NC2=CC=CC=C2)C(=O)N)C=CC=C1OC 2-(2,3-dimethoxybenzylamino)-4-(phenylamino)pyrimidine-5-carboxamide